FC(C(=O)OCCCC)F butyl 2,2-difluoroacetate